6,7-Dichloro-4-((2S)-2-methyl-4-(2-propenoyl)-1-piperazinyl)-1-(2-(2-propanyl)phenyl)pyrido[2,3-d]pyrimidin-2(1H)-one ClC1=CC2=C(N(C(N=C2N2[C@H](CN(CC2)C(C=C)=O)C)=O)C2=C(C=CC=C2)C(C)C)N=C1Cl